N=1N=C(NC1)C(=O)[O-] 4H-1,2,4-triazolat